FC1=C(C=CC(=C1)OC1=CC(=NC=C1)N1CCOCC1)NC1=NC=NC2=CC(=C(C=C12)NC1CCN(CC1)C(C=C)=O)OC 1-(4-((4-((2-fluoro-4-((2-morpholinopyridin-4-yl)oxy)phenyl)amino)-7-methoxyquinazolin-6-yl)amino)piperidin-1-yl)prop-2-en-1-one